N-[(2R)-1-hydroxypropan-2-yl]-5-(5-methyl-1,3-oxazol-2-yl)-6-[4-(trifluoromethyl)phenoxy]pyridine-3-carboxamide OC[C@@H](C)NC(=O)C=1C=NC(=C(C1)C=1OC(=CN1)C)OC1=CC=C(C=C1)C(F)(F)F